2-{5-[methyl(piperidin-4-yl)amino][1,3]thiazolo[5,4-d][1,3]thiazol-2-yl}-5-(1H-pyrazol-4-yl)phenol hydrochloride Cl.CN(C=1SC2=C(N1)SC(=N2)C2=C(C=C(C=C2)C=2C=NNC2)O)C2CCNCC2